6-chloro-7-(2-fluoro-6-hydroxyphenyl)-4-((2S)-2-methyl-4-(2-propenoyl)-1-piperazinyl)-1-(2-(4-morpholinyl)phenyl)pyrido[2,3-d]pyrimidin-2(1H)-one ClC1=CC2=C(N(C(N=C2N2[C@H](CN(CC2)C(C=C)=O)C)=O)C2=C(C=CC=C2)N2CCOCC2)N=C1C1=C(C=CC=C1O)F